N-(3-methyl-2-oxo-1-(5-((4-oxo-3,4-dihydrophthalazin-1-yl)methyl)pyridin-3-yl)indolin-3-yl)picolinamide CC1(C(N(C2=CC=CC=C12)C=1C=NC=C(C1)CC1=NNC(C2=CC=CC=C12)=O)=O)NC(C1=NC=CC=C1)=O